FC1=CC=C(C=C1)C(CN1CCN(CC1)C(=O)C1=NN(C=C1C1=C(C=CC=C1)C)C)=O 1-(4-Fluoro-phenyl)-2-[4-(1-methyl-4-o-tolyl-1H-pyrazole-3-carbonyl)-piperazin-1-yl]-ethanone